C(#N)C1(CCCCC1)NC=O N-(1-cyanocyclohexyl)carboxamide